1-(pyrrolidin-3-yl)-1H-pyrazolo[3,4-d]pyrimidin-4-amine N1CC(CC1)N1N=CC=2C1=NC=NC2N